C1(CC1)N(C1=C(C(=NC=N1)NCC=1C=NC(=NC1)NS(=O)(=O)C)F)CC1=CC=C(C=C1)C(F)(F)F N-[5-[[[6-[cyclopropyl-[[4-(trifluoromethyl)phenyl]methyl]amino]-5-fluoro-pyrimidin-4-yl]amino]methyl]pyrimidin-2-yl]methanesulfonamide